FC1=C2C=C(NC2=CC=C1F)C(=O)N(C)[C@H]1COCC=2NC(C=3C=C(C=CC3C21)F)=O (R)-4,5-difluoro-N-(8-fluoro-6-oxo-1,4,5,6-tetrahydro-2H-pyrano[3,4-c]isoquinolin-1-yl)-N-methyl-1H-indole-2-carboxamide